ClCCCC1(N[C@H]2C[C@H]2C1)C(=O)OC methyl (1S,5S)-3-(3-chloropropyl)-2-azabicyclo[3.1.0]hexane-3-carboxylate